5-(2-(1-methyl-1H-pyrazol-4-yl)phenyl)-3-methylenepyrrolidin-2-one CN1N=CC(=C1)C1=C(C=CC=C1)C1CC(C(N1)=O)=C